CS(=O)(=O)[O-].[K+] potassium methanesulfonate